(6-((5-bromo-2-((6-methoxy-1-(1-methylpyrrolidin-3-yl)indolin-5-yl)amino)pyrimidin-4-yl)amino)quinoxalin-5-yl)dimethylphosphine BrC=1C(=NC(=NC1)NC=1C=C2CCN(C2=CC1OC)C1CN(CC1)C)NC=1C(=C2N=CC=NC2=CC1)P(C)C